COC=1C=C(C=NC1)C=O 5-methoxypyridine-3-carbaldehyde